2-[4-(4-methanesulfinyl-phenyl)-6-(4-hydroxypiperidin-1-yl)-pyrimidin-2-ylamino]-4-methylthiazole-5-carboxylic acid ethyl ester C(C)OC(=O)C1=C(N=C(S1)NC1=NC(=CC(=N1)C1=CC=C(C=C1)S(=O)C)N1CCC(CC1)O)C